C[N+](C=1C=CC2=C(C(OI2(O)=O)=O)C1)(C)C 5-trimethylammonio-1,3-dioxo-1,3-dihydro-1λ5-benzo[d][1,2]iodoxol-1-ol